7-Bromo-6-(bromomethyl)-1-methyl-4-[4-(trifluoromethoxy)phenyl]benzimidazole BrC1=C(C=C(C2=C1N(C=N2)C)C2=CC=C(C=C2)OC(F)(F)F)CBr